N-(4-methoxybenzyl)but-3-en-1-amine COC1=CC=C(CNCCC=C)C=C1